sodium folate C(CC[C@@H](C(=O)O)NC(=O)C1=CC=C(NCC2=CN=C3N=C(N)NC(=O)C3=N2)C=C1)(=O)[O-].[Na+]